sodium (1,1-diethoxyethyl)methylphosphinate C(C)OC(C)(OCC)P([O-])(=O)C.[Na+]